CC(C(N)(C)C)C.[Hf] hafnium tetramethyl-ethylamine